2-(1-methylbutyl)-5-methylphenol, potassium salt [K].CC(CCC)C1=C(C=C(C=C1)C)O